C(C(=O)C(=O)[O-])Br The molecule is a 2-oxo monocarboxylic acid anion that is the conjugate base of 3-bromopyruvic acid, arising from deprotonation of the carboxy group. It derives from a pyruvate. It is a conjugate base of a 3-bromopyruvic acid.